CC=1C(=NC(=NC1)NC1=CC=NN1C)C=1N=C(OC1)C(=O)NCC1=CC(N(C=C1)C)=O 4-(5-methyl-2-((1-methyl-1H-pyrazol-5-yl)amino)pyrimidin-4-yl)-N-((1-methyl-2-oxo-1,2-dihydropyridin-4-yl)methyl)oxazole-2-carboxamide